FC=1C=C2C(=CNC2=CC1)C=1C=C(SC1)C(C(=O)O)CC=O (4-(5-fluoro-1H-indol-3-yl)thiophen-2-yl)-4-oxobutanoic acid